COC=1C=C(C=C(C1)OC)C(C(=O)C1=CC=CC=C1)C(=O)O 2-(3,5-dimethoxyphenyl)-2-carboxy-1-phenylethanone